7-fluoroimidazo[1,2-a]pyridine-3-carboxylic acid ethyl ester C(C)OC(=O)C1=CN=C2N1C=CC(=C2)F